(2r,3s,5r)-2-(((6-(5-cyanopyrimidin-2-yl)bicyclo[4.1.0]hept-3-yl)oxy)methyl)-5-methyl-3-(methylsulfonyl)pyrrolidine-1-carboxylic acid methyl ester COC(=O)N1[C@@H]([C@H](C[C@H]1C)S(=O)(=O)C)COC1CC2CC2(CC1)C1=NC=C(C=N1)C#N